gamma-glycidoxypropyl-diethyl-ethoxysilane C(C1CO1)OCCC[Si](OCC)(CC)CC